(4-nitrophenyl) 3-[2-[3-(4-amino-1-tert-butyl-pyrazolo[3,4-d]pyrimidin-3-yl)-5-cyclopropyl-isoxazol-4-yl]pyrimidin-5-yl]azetidine-1-carboxylate NC1=C2C(=NC=N1)N(N=C2C2=NOC(=C2C2=NC=C(C=N2)C2CN(C2)C(=O)OC2=CC=C(C=C2)[N+](=O)[O-])C2CC2)C(C)(C)C